N-[2-fluoro-6-(trifluoromethyl)-3-pyridyl]-5-phenyl-1H-pyrrole-3-sulfonamide FC1=NC(=CC=C1NS(=O)(=O)C1=CNC(=C1)C1=CC=CC=C1)C(F)(F)F